ClC=1C=C(C=CC1C(=O)N1CCN(CC1)C(=O)C1CCNCC1)NC(=O)C=1N(C(=CN1)C1=C(C(=C(C=C1)C(N(C)C)=O)F)F)C N-[3-chloro-4-[4-(piperidine-4-carbonyl)piperazine-1-carbonyl]phenyl]-5-[4-(dimethylcarbamoyl)-2,3-difluoro-phenyl]-1-methyl-imidazole-2-carboxamide